(S)-N-(8,9-difluoro-6-oxo-1,2,3,4,5,6-hexahydrobenzo[c][1,7]naphthyridin-1-yl)-5-chloro-N-methylisoindoline-2-carboxamide FC=1C(=CC2=C(C(NC=3CNC[C@H](C23)N(C(=O)N2CC3=CC=C(C=C3C2)Cl)C)=O)C1)F